1H-indencarboxaldehyd C1(C=CC2=CC=CC=C12)C=O